N-[3-chloro-4-(4-isonipecotoylpiperazine-1-carbonyl)phenyl]-5-[1-(2-chloro-4-pyridyl)-3-(trifluoromethyl)pyrazol-4-yl]-1-methyl-imidazole-2-carboxamide ClC=1C=C(C=CC1C(=O)N1CCN(CC1)C(C1CCNCC1)=O)NC(=O)C=1N(C(=CN1)C=1C(=NN(C1)C1=CC(=NC=C1)Cl)C(F)(F)F)C